(9E)-12-chloro-9-dodecenyl acetate C(C)(=O)OCCCCCCCC\C=C\CCCl